FC1=C(C=C2C(N(C(=NC2=C1[C@@H](C)N[S@](=O)C(C)(C)C)N1CCOCC1)C)=O)C (R)-N-[(1R)-1-(7-fluoro-3,6-dimethyl-2-morpholino-4-oxo-quinazolin-8-yl)ethyl]-2-methyl-propane-2-sulfinamide